6-((1-(5-chloro-4-((2-oxo-1-(2,2,2-trifluoroethyl)indolin-5-yl)amino)pyrimidin-2-yl)piperidin-4-yl)amino)-1-methyl-1H-indazol ClC=1C(=NC(=NC1)N1CCC(CC1)NC1=CC=C2C=NN(C2=C1)C)NC=1C=C2CC(N(C2=CC1)CC(F)(F)F)=O